C(C)C1=C(C=CC(=C1C=1N=CN(C1)C)NC1=NC=C(C=C1)C(F)(F)F)S(=O)(=O)N ethyl-3-(1-methylimidazol-4-yl)-4-[[5-(trifluoromethyl)-2-pyridinyl]amino]benzenesulfonamide